4-({[1-(2-chlorobenzoyl)-3-{1-[(3-hydroxypyrrolidin-1-yl)sulfonyl]-3-(trifluoromethyl)azetidin-2-yl}-4-methyl-1H-pyrazol-5-yl]oxy}methyl)benzene-1-carboximidamide ClC1=C(C(=O)N2N=C(C(=C2OCC2=CC=C(C=C2)C(N)=N)C)C2N(CC2C(F)(F)F)S(=O)(=O)N2CC(CC2)O)C=CC=C1